N-(1-methylpiperidin-4-yl)-1-(2,2,2-trifluoroethyl)-2-{3-[(4-trifluoromethane-sulfonylphenyl)amino]prop-1-yn-1-yl}-1H-indol-4-amine CN1CCC(CC1)NC=1C=2C=C(N(C2C=CC1)CC(F)(F)F)C#CCNC1=CC=C(C=C1)S(=O)(=O)C(F)(F)F